tert-butyl (R)-2-(((R)-3-((6-(2-hydroxy-4-(trifluoromethyl)phenyl)-5-methylpyridazin-3-yl)amino)piperidin-1-yl)methyl)pyrrolidine-1-carboxylate OC1=C(C=CC(=C1)C(F)(F)F)C1=C(C=C(N=N1)N[C@H]1CN(CCC1)C[C@@H]1N(CCC1)C(=O)OC(C)(C)C)C